4,6-diisopropyloxy-1H-indole-2,3-dione C(C)(C)OC1=C2C(C(NC2=CC(=C1)OC(C)C)=O)=O